CC1=C(C(=O)NC(C)C2=CC(=CC3=CC=CC=C23)C=2C=NN(C2)C)C=C(C=C1)CNC 2-methyl-N-(1-(3-(1-methyl-1H-pyrazol-4-yl)naphthalen-1-yl)ethyl)-5-((methylamino)methyl)benzamide